C(OCCN(CC(=O)O)CC(=O)O)COCCN(CC(=O)O)CC(=O)O [(ethylenedioxy)diethylenedinitrilo]tetra-acetic acid